dimethyl [(12-oxo-12H-benzo[a]xanthene-3,9-diyl)bis{1H-imidazole-5,2-diyl[(2S,4R)-4-fluoropyrrolidine-2,1-diyl][(1S)-2-oxo-1-(tetrahydro-2H-pyran-4-yl)ethane-2,1-diyl]}]biscarbamate O=C1C2=CC=C(C=C2OC2=CC=C3C(=C12)C=CC(=C3)C3=CN=C(N3)[C@H]3N(C[C@@H](C3)F)C([C@H](C3CCOCC3)NC(OC)=O)=O)C3=CN=C(N3)[C@H]3N(C[C@@H](C3)F)C([C@H](C3CCOCC3)NC(OC)=O)=O